NC1=NC=CC=C1C1=CC(=NO1)CC=1C=CC(=NC1)OCC1=CC=C(C#N)C=C1 4-(((5-((5-(2-aminopyridin-3-yl)isoxazol-3-yl)methyl)pyridin-2-yl)oxy)methyl)benzonitrile